CCCCCCCCCCCC/C=C/CC(=O)O The molecule is a hexadecenoic acid having a trans-double bond at the 3-position. It has a role as a plant metabolite.